tert-Butyl N-tert-butoxycarbonyl-N-[5-[[2-chloro-5-[[(1R,3R)-2,2-dichloro-3-(3-chloro-4-fluoro-phenyl)cyclopropanecarbonyl]amino]-3-fluorobenzoyl]amino]-2,4-difluoro-phenyl]carbamate C(C)(C)(C)OC(=O)N(C(OC(C)(C)C)=O)C1=C(C=C(C(=C1)NC(C1=C(C(=CC(=C1)NC(=O)[C@@H]1C([C@H]1C1=CC(=C(C=C1)F)Cl)(Cl)Cl)F)Cl)=O)F)F